The molecule is a 4-O-(1H-indol-3-ylcarbonyl)ascaroside derived from (2E,12R)-12-hydroxytridec-2-enoic acid. It is a metabolite of the nematode Caenorhabditis elegans. It has a role as a Caenorhabditis elegans metabolite. It is a 4-O-(1H-indol-3-ylcarbonyl)ascaroside, an alpha,beta-unsaturated monocarboxylic acid and an (omega-1)-hydroxy fatty acid ascaroside. It derives from an ascr#21 and a (2E,12R)-12-hydroxytridec-2-enoic acid. C[C@H]1[C@@H](C[C@H]([C@@H](O1)O[C@H](C)CCCCCCCC/C=C/C(=O)O)O)OC(=O)C2=CNC3=CC=CC=C32